N-Methyl-2-(((8-((4-(trifluoromethyl)phenyl)sulfonamido)quinolin-2-yl)methyl)amino)acetamide trifluoroacetate FC(C(=O)O)(F)F.CNC(CNCC1=NC2=C(C=CC=C2C=C1)NS(=O)(=O)C1=CC=C(C=C1)C(F)(F)F)=O